O=C1N(C(CC1)=O)OC(CCOCCOCCOCCC(=O)O)=O 3-(2-(2-(3-((2,5-dioxopyrrolidin-1-yl)oxy)-3-oxopropoxy)ethoxy)ethoxy)propanoic acid